BrC1=CC=C(C=C1)/C=C/C(=O)C1=CC=C(OCCCC(=O)O)C=C1 4-[4-[(E)-3-(4-Bromophenyl)prop-2-enoyl]phenoxy]butanoic acid